5-((3-(difluoromethyl)-4-fluorophenyl)carbamoyl)-4-fluoro-1-methyl-1H-pyrrole FC(C=1C=C(C=CC1F)NC(=O)C1=C(C=CN1C)F)F